(1R,3S,5R)-2-(2-(3-acetyl-5-(2-methylpyrimidin-5-yl)-1H-indazol-1-yl)acetyl)-5-methyl-N-((R)-1-phenylethyl)-2-azabicyclo[3.1.0]hexane-3-carboxamide C(C)(=O)C1=NN(C2=CC=C(C=C12)C=1C=NC(=NC1)C)CC(=O)N1[C@@H]2C[C@@]2(C[C@H]1C(=O)N[C@H](C)C1=CC=CC=C1)C